(R)-2-(3-(3-(fluoro(4-methyl-4H-1,2,4-triazol-3-yl)methyl)oxetan-3-yl)phenyl)-6-((isopropylamino)methyl)-4-(trifluoromethyl)isoindolin-1-one formate C(=O)O.F[C@H](C1(COC1)C=1C=C(C=CC1)N1C(C2=CC(=CC(=C2C1)C(F)(F)F)CNC(C)C)=O)C1=NN=CN1C